3-methyl-acryloyldopamine [(1R,2S,4R)-4-{[5-({5-chloro-4-[(R)-hydroxy(2-methoxyphenyl)methyl]-2-thienyl}carbonyl)pyrimidin-4-yl]amino}-2-hydroxycyclopentyl]methyl-sulfamate ClC1=C(C=C(S1)C(=O)C=1C(=NC=NC1)N[C@H]1C[C@@H]([C@H](C1)CNS(O)(=O)=O)O)[C@@H](C1=C(C=CC=C1)OC)O.CC=CC(=O)NCCC1=CC(O)=C(O)C=C1